ClC=1C=C(C#N)C=C(C1)CCN1C[C@H]([C@@H](C1)C)COC1=CC=C(C=C1)S(=O)(=O)CCO 3-chloro-5-{2-[(3S,4S)-3-{[4-(2-hydroxyethanesulfonyl)phenoxy]methyl}-4-methylpyrrolidin-1-yl]ethyl}benzonitrile